(R)-N-[1-(1-Naphthyl)ethyl]5-amino-2-methylthiobenzamide C1(=CC=CC2=CC=CC=C12)[C@@H](C)NC(C1=C(C=CC(=C1)N)C)=S